6-((1H-pyrazolo[3,4-b]pyridin-4-yl)methyl)-4-methyl-2-((6-methylpyridin-2-yl)methyl)-4,6-dihydro-5H-oxazolo[5',4':4,5]pyrrolo[2,3-d]pyridazin-5-one N1N=CC=2C1=NC=CC2CN2N=CC1=C(C2=O)N(C2=C1OC(=N2)CC2=NC(=CC=C2)C)C